1-(4-(8-chloro-6-fluoro-7-(3-hydroxynaphthalen-1-yl)-4-((1-methyl-1H-pyrazol-5-yl)methoxy)-1H-imidazo[4,5-c]quinolin-1-yl)piperidin-1-yl)prop-2-en-1-one ClC1=CC=2C3=C(C(=NC2C(=C1C1=CC(=CC2=CC=CC=C12)O)F)OCC1=CC=NN1C)N=CN3C3CCN(CC3)C(C=C)=O